BrC=1C=C(C=CC1)C1=NC(=NN1COCC[Si](C)(C)C)C(=O)N[C@@H](C)C1CC1 (S)-5-(3-bromophenyl)-N-(1-cyclopropylethyl)-1-((2-(trimethylsilyl)ethoxy)methyl)-1H-1,2,4-triazole-3-carboxamide